[Mn].[Mn].[Ni].[Li] lithium nickel-manganese-manganese